C(C)C1=CC=C(C=C1)C1(C(N(C1C1=CC=CC=C1)C1=CC=CC=C1)=O)C1=CC=CC=C1 3-(4-ethylphenyl)-1,3,4-triphenylazetidin-2-one